{3-ethoxy-4-[(3'-hydroxy-1,4-dihydro-1'H,2H-spiro[isoquinoline-3,4'-piperidin]-1'-yl)carbonyl]phenyl}(3-oxa-8-azabicyclo[3.2.1]oct-8-yl)methanone C(C)OC=1C=C(C=CC1C(=O)N1CC(C2(CC1)NCC1=CC=CC=C1C2)O)C(=O)N2C1COCC2CC1